ClC=1C=C(C(=O)N[C@@H](C)C2=NC=CN=C2C2=NC=C(C=C2)N=S(=O)(C)CC)C=C(C1)C(F)(F)F 3-chloro-N-((1S)-1-(3-(5-((ethyl(methyl)(oxo)-λ6-sulfaneylidene)amino)pyridin-2-yl)pyrazin-2-yl)ethyl)-5-(trifluoromethyl)benzamide